CC1C(CC(CC1)N)N 1-Methyl-2,4-diaminocyclohexan